CN1CC(C1)(C)[C@@](C=1C=C(C=NC1)N1CC2(CC1=O)CCOCC2)(C2=CC=C(C=C2)C(C)C)O 2-{5-[(R)-(1,3-dimethyl-azetidin-3-yl)-hydroxy-(4-isopropyl-phenyl)-methyl]-pyridin-3-yl}-8-oxa-2-aza-spiro[4.5]decan-3-one